C(CC1=CC=CC=C1)NC(=O)N1C=NC=2C1=NC=CC2 N-phenethyl-3H-imidazo[4,5-B]pyridine-3-carboxamide